ClC(OC1=CC=C(C=C1)NC(C1=CN=C(C(=C1)NC1=C(C=C(C=C1)[N+](=O)[O-])C#N)N1C[C@@H](CC1)O)=O)(F)F (R)-N-(4-(chlorodifluoromethoxy)phenyl)-5-((2-cyano-4-nitrophenyl)amino)-6-(3-hydroxypyrrolidin-1-yl)nicotinamide